N1C(CC1)COC1=C(C=2CC(CC2C=C1)CNCCC1CN(C(O1)=O)C=1C=CC=2OCC(NC2N1)=O)C#N 5-(azetidin-2-ylmethoxy)-2-[[2-[2-oxo-3-(3-oxo-4H-pyrido[3,2-b][1,4]oxazin-6-yl)-1,3-oxazolidin-5-yl]ethylamino]methyl]-2,3-dihydro-1H-indene-4-carbonitrile